NC1=C(C=CC=C1OC)S(=O)(=O)N(C)C amino-3-methoxy-N,N-dimethylbenzenesulfonamide